4-azido-5-(methoxycarbonyl)-2-phenylpyridine 1-oxide N(=[N+]=[N-])C1=CC(=[N+](C=C1C(=O)OC)[O-])C1=CC=CC=C1